2-amino-4-pyridineic acid NC1=NC=CC(=C1)C(=O)O